α-amino-β-ketobutyrate NC(C(=O)[O-])C(C)=O